6-Hydroxydopamine hydrobromide Br.OC1=CC(=C(C=C1CCN)O)O